COC=1C=C(C=CC1)OC(CC)=O.C(CC)OC1=CC=C(C(C(=O)O)O)C=C1 4-propoxymandelic acid 3-methoxyphenylpropanoate